O1CCC(=CC1)C1=CC=2C(=NC=CC2C=2C=CC(=C(C#N)C2)OC2CCOCC2)N1S(=O)(=O)C1=CC=CC=C1 5-(2-(3,6-dihydro-2H-pyran-4-yl)-1-(phenylsulfonyl)-1H-pyrrolo[2,3-b]pyridin-4-yl)-2-((tetrahydro-2H-pyran-4-yl)oxy)benzonitrile